The molecule is an amino acid opine resulting from the formal reductive condensation of the amino group of L-arginine with the keto group of 2-oxopentanedioic acid. It is a member of guanidines, a tricarboxylic acid, a secondary amino compound, an amino acid opine, a L-arginine derivative and a D-glutamic acid derivative. It is a conjugate acid of a D-nopalinate(1-). C(C[C@@H](C(=O)O)N[C@H](CCC(=O)O)C(=O)O)CN=C(N)N